C(CCCCCCC)N1CCCCC1 N-octyl-piperidine